3-[4-(1-methyl-1H-pyrazol-5-yl)-7-(1H-pyrazol-5-yl)imidazo[1,5-b]pyridazin-2-yl]-8-oxa-3-azabicyclo[3.2.1]octane CN1N=CC=C1C=1C=2N(N=C(C1)N1CC3CCC(C1)O3)C(=NC2)C2=CC=NN2